(3,5-dimethyl-4-hydroxyphenyl)methane CC=1C=C(C=C(C1O)C)C